C12CCCCCC(CC1)C2 Bicyclo[5.2.1]decane